diphenoxymethyl-phosphine chloride [Cl-].O(C1=CC=CC=C1)C(OC1=CC=CC=C1)P